di(5-acetyl-6-oxo-heptanoic acid) 1,4-butanediate C(CCC(=O)O)(=O)O.C(C)(=O)C(CCCC(=O)O)C(C)=O.C(C)(=O)C(CCCC(=O)O)C(C)=O